4-(6-(4-((5-chloropyridin-3-yl)oxy)piperidin-1-yl)pyridin-3-yl)-6-(2-hydroxy-2-methylpropoxy)pyrazolo[1,5-a]pyridine-3-carbonitrile ClC=1C=C(C=NC1)OC1CCN(CC1)C1=CC=C(C=N1)C=1C=2N(C=C(C1)OCC(C)(C)O)N=CC2C#N